3-bromo-5-(4-chloro-2-fluorophenyl)-4-methylpyridine BrC=1C=NC=C(C1C)C1=C(C=C(C=C1)Cl)F